C(#N)C=1C=C(C=C(C1N[C@@H](CSC1=CC=C(C=C1)F)CCN(C)C)F)S(=O)(=O)NC(=O)[C@]1(OCCOC1)C (S)-N-((3-cyano-4-(((R)-4-(dimethylamino)-1-((4-fluorophenyl)thio)butan-2-yl)amino)-5-fluorophenyl)sulfonyl)-2-methyl-1,4-dioxane-2-carboxamide